2-{[(1S)-1-(6-Chloro-2-oxo-1,2-dihydrochinolin-3-yl)ethyl]amino}-8-[(2S)-3-methylbutan-2-yl]pyrido[2,3-d]pyrimidin-7(8H)-on ClC=1C=C2C=C(C(NC2=CC1)=O)[C@H](C)NC=1N=CC2=C(N1)N(C(C=C2)=O)[C@@H](C)C(C)C